I.FC=1C=C(C=CC1)CCN 3-fluorophenylethylamine hydroiodic acid salt